N-(2-fluoro-5-(2-(4-fluoro-2-methylphenoxy)-5-(trifluoromethyl)benzamido)phenyl)pyrrolidine-2-carboxamide FC1=C(C=C(C=C1)NC(C1=C(C=CC(=C1)C(F)(F)F)OC1=C(C=C(C=C1)F)C)=O)NC(=O)C1NCCC1